4-methoxy-4'-trifluoromethyl-benzophenone COC1=CC=C(C(=O)C2=CC=C(C=C2)C(F)(F)F)C=C1